3-(3-chlorophenoxy)cinnoline-4-carboxylic acid ClC=1C=C(OC=2N=NC3=CC=CC=C3C2C(=O)O)C=CC1